N1=CC=C(C=C1)C=1C(=C(C(=C(C1C)C)C1=CC=NC=C1)C)C 3,6-di(4-pyridyl)-1,2,4,5-tetramethyl-Benzene